C(C1=CC=CC=C1)OC(=O)N1C(OC([C@]1(CC(=C)C)C)=O)C1=CC=CC=C1 (4R)-4-methyl-4-(2-methylallyl)-5-oxo-2-phenyloxazolidine-3-carboxylic acid benzyl ester